O(S(=O)(=O)C(F)(F)F)C1=C(C=CC2=C1N=CS2)F 5-fluorobenzo[d]Thiazol-4-yl triflate